ClC1=CC=C(C=C1)C1=CC=C(C=C1)CSC1=C(N=NN1)C(=O)O 5-(((4'-chloro-[1,1'-biphenyl]-4-yl)methyl)thio)-1H-1,2,3-triazole-4-carboxylic acid